{4-[2-[4-(2,3-dichlorophenyl)-piperazin-1-yl]ethyl]cyclohexyl}-3,3-dimethylurea ClC1=C(C=CC=C1Cl)N1CCN(CC1)CCC1CCC(CC1)NC(=O)N(C)C